C(#N)C1(CC1)NS(=O)(=O)C1=CC=C2C3=C(N(C2=C1)C=1SC(=NN1)C(F)F)N=CN=C3N3C[C@@H](N(CC3)CC#N)C (S)-N-(1-cyanocyclopropyl)-4-(4-(cyanomethyl)-3-methylpiperazin-1-yl)-9-(5-(difluoromethyl)-1,3,4-thiadiazol-2-yl)-9H-pyrimido[4,5-b]indole-7-sulfonamide